7-methyl-4-(3-phenoxyphenyl)-8-(trifluoromethyl)-1H-benzo[b][1,4]diazepin-2(3H)-one CC1=CC2=C(NC(CC(=N2)C2=CC(=CC=C2)OC2=CC=CC=C2)=O)C=C1C(F)(F)F